N-((7-chloro-8-fluoroimidazo[1,5-a]pyridin-1-yl)methyl)-1-((6-cyclopropyl-8-(2-oxooxazolidin-3-yl)imidazo[1,2-a]pyridin-2-yl)methyl)-1H-1,2,3-triazole-4-carboxamide ClC1=C(C=2N(C=C1)C=NC2CNC(=O)C=2N=NN(C2)CC=2N=C1N(C=C(C=C1N1C(OCC1)=O)C1CC1)C2)F